FC(C(=O)O)(F)F.NC1=NC=CC2=C1N=C(N=C2C(F)(F)F)C=2C=C(C=CC2)C#C[C@@]2(CCC=1C2=NC=CC1)O (R)-7-((3-(8-amino-4-(trifluoromethyl)pyrido[3,4-d]pyrimidin-2-yl)phenyl)ethynyl)-6,7-dihydro-5H-cyclopenta[b]pyridin-7-ol trifluoroacetate